COCC1C2CN(CC12)C(=O)[O-] 6-(methoxymethyl)-3-azabicyclo[3.1.0]hexane-3-carboxylate